4,7-DIFLUORO-N-(4-(1-(2-HYDROXY-2-METHYL-PROPANOYL)PIPERIDIN-4-YL)PHENYL)ISOINDOLINE-2-CARBOXAMIDE FC1=C2CN(CC2=C(C=C1)F)C(=O)NC1=CC=C(C=C1)C1CCN(CC1)C(C(C)(C)O)=O